5-fluoro-6-(1H-imidazol-1-yl)-N-(4-(2-methoxyethoxy)cyclohexyl)pyridineamide FC=1C=CC(=NC1N1C=NC=C1)C(=O)NC1CCC(CC1)OCCOC